OC1(CCOCC1)CC(=O)N(C)C 2-(4-hydroxytetrahydro-2H-pyran-4-yl)-N,N-dimethylacetamide